Butylphthalide potassium salt [K].C(CCC)C1OC(=O)C2=CC=CC=C12